1,1'-Bis(di-tert-butylphosphino)ferrocene tert-butyl-5-(4,4,5,5-tetramethyl-1,3,2-dioxaborolan-2-yl)-3,6-dihydropyridine-1(2H)-carboxylate C(C)(C)(C)OC(=O)N1CCC=C(C1)B1OC(C(O1)(C)C)(C)C.C(C)(C)(C)P([C-]1C=CC=C1)C(C)(C)C.[C-]1(C=CC=C1)P(C(C)(C)C)C(C)(C)C.[Fe+2]